N1=CC(=CC=C1)C1=NC(=CC(=N1)NC1=NC=CC(=C1)OC(F)(F)F)N1CC2(C1)CNCC2 2-(pyridin-3-yl)-6-(2,6-diazaspiro[3.4]octan-2-yl)-N-(4-(trifluoromethoxy)pyridin-2-yl)pyrimidin-4-amine